NC1=CC(N(C2=CC(=CC=C12)OC(F)F)C1=C(C=C(C=C1)N)C)=O 4-amino-1-(2-methyl-4-aminophenyl)-7-(difluoromethoxy)-2-oxo-1,2-dihydroquinoline